(2R,3S,5R)-5-((tert-butoxycarbonyl)amino)-3-fluorotetrahydro-2H-pyran-2-carboxylic acid C(C)(C)(C)OC(=O)N[C@@H]1C[C@@H]([C@H](OC1)C(=O)O)F